(R/S)-2-(3-(4-chlorophenyl)-3-methoxyazetidin-1-yl)-4-((1-hydroxymethylcyclobutyl)amino)-6,7-dihydrothieno[3,2-d]pyrimidine 5-oxide ClC1=CC=C(C=C1)C1(CN(C1)C=1N=C(C2=C(N1)CC[S@]2=O)NC2(CCC2)CO)OC |r|